citric acid-d C(CC(O)(C(=O)O[2H])CC(=O)O)(=O)O